FC(C)(S(=O)(=O)C1=CC(=CC=C1)F)C1CCN(CC1)C(=O)NC1=NOC=C1 4-(1-fluoro-1-((3-fluorophenyl)sulfonyl)ethyl)-N-(isoxazol-3-yl)piperidine-1-carboxamide